C(C)NCC(C)C1=CC=CC=C1 (ethylamino)-2-phenylpropan